C(C)(C)N1N=C(N=C1C1CCC(CC1)N1[C@H](COCC1)C)C1=NC(=CC=C1)C(F)(F)F (S)-4-((1S,4R)-4-(1-isopropyl-3-(6-(trifluoromethyl)pyridin-2-yl)-1H-1,2,4-triazol-5-yl)cyclohexyl)-3-methylmorpholine